benzyl-(R)-N-benzyl-N-[[(2S)-6-hydroxy-5-iodo-tetrahydropyran-2-yl]methyl]-2-methyl-propane-2-sulfinamide C(C1=CC=CC=C1)CC(C)([S@@](=O)N(C[C@H]1OC(C(CC1)I)O)CC1=CC=CC=C1)C